C(CCCCCCCCCCC)OS(=O)(=O)O.N(CCO)(CCO)CCO triethanolamine lauryl-sulphate